(5R)-1-[{tert-butoxy}carbonyl]-5-[2-(4-chloro-3-fluoro-phenoxy)acetamido]piperidine C(C)(C)(C)OC(=O)N1CCC[C@H](C1)NC(COC1=CC(=C(C=C1)Cl)F)=O